ethyl 2-(2-benzyl-sulfonylbenzimidazol-1-yl)acetate C(C1=CC=CC=C1)S(=O)(=O)C1=NC2=C(N1CC(=O)OCC)C=CC=C2